ClC=1C(=NC=CC1)C(=O)NC1(C[C@@H]2[C@@H](CN(C2)C2=NC=C(C=C2)C=2C=3N(C=C(C2)C2=NN(C=C2)C)N=CC3C#N)C1)C 3-chloro-N-((3aR,5s,6aS)-2-(5-(3-cyano-6-(1-methyl-1H-pyrazol-3-yl)pyrazolo[1,5-a]pyridin-4-yl)pyridin-2-yl)-5-methyloctahydro-cyclopenta[c]pyrrol-5-yl)picolinamide